O1N=C(C=2CNCCC21)C(=O)N 4H,5H,6H,7H-[1,2]oxazolo[4,5-c]pyridine-3-carboxamide